2-cyclohexyl-N-(1,1-dioxidobenzo[b]thiophen-6-yl)acetamide C1(CCCCC1)CC(=O)NC=1C=CC2=C(S(C=C2)(=O)=O)C1